6-(2-(1H-imidazol-2-yl)morpholino)-8-(4-chloro-2-fluorophenyl)-2,3-dimethylpyrimido[5,4-d]pyrimidin-4(3H)-one N1C(=NC=C1)C1OCCN(C1)C=1N=C(C=2N=C(N(C(C2N1)=O)C)C)C1=C(C=C(C=C1)Cl)F